(E)-3-(4-hydroxyphenyl)-1-(pyridin-2-yl)prop-2-en-1-one OC1=CC=C(C=C1)/C=C/C(=O)C1=NC=CC=C1